ClCC1=CC=C(OC2=NC=C(C=C2)C(F)(F)F)C=C1 (4-(Chloromethyl)phenoxy)-5-(trifluoromethyl)pyridine